2-(p-methylthiophenyl)-4,5-diphenylimidazole CSC1=CC=C(C=C1)C=1NC(=C(N1)C1=CC=CC=C1)C1=CC=CC=C1